FC1=C(C(=C(C=C1N1N=C(C=2C1=CN=C(C2)N2C1(CC1)CC(CC2)OC)C)C(F)(F)F)F)O 2,6-Difluoro-3-(5-(7-methoxy-4-azaspiro[2.5]octan-4-yl)-3-methyl-1H-pyrazolo[3,4-c]pyridine-1-yl)-5-(trifluoromethyl)phenol